NC1=CC=C(C(=C1C(=O)N(C)C)F)C=1C(=C2C(=NC1)NCC21CC1)C 6-Amino-2-fluoro-N,N-dimethyl-3-(4'-methyl-1',2'-dihydrospiro[cyclopropane-1,3'-pyrrolo[2,3-b]pyridin]-5'-yl)benzamide